FC1(CN(CC[C@H]1NC1=NN2C(C(=N1)OC)=C(C(=C2)F)C=2C=C(C=1N(C2)C(=CN1)C(F)F)F)C([2H])([2H])[2H])F (R)-N-(3,3-difluoro-1-(methyl-d3)piperidin-4-yl)-5-(3-(difluoromethyl)-8-fluoroimidazo[1,2-a]pyridin-6-yl)-6-fluoro-4-methoxypyrrolo[2,1-f][1,2,4]triazin-2-amine